The molecule is a monocarboxylic acid anion that is the conjugate base of N-acetyl-alpha-neuraminic acid. It is a carbohydrate acid derivative anion and a monocarboxylic acid anion. It is a conjugate base of a N-acetyl-alpha-neuraminic acid. CC(=O)N[C@@H]1[C@H](C[C@@](O[C@H]1[C@@H]([C@@H](CO)O)O)(C(=O)[O-])O)O